C(#C)C1=CC=C(CN2CCC(CC2)C(=O)OC)C=C1 Methyl 1-(4-ethynylbenzyl)piperidine-4-carboxylate